CN(C1CCN(CC1)C=1C=C2C(=CC=NC2=CC1)N[C@H](C)C1=C(C(=CC=C1)C(F)(F)F)C)C (R)-6-(4-(dimethylamino)piperidin-1-yl)-N-(1-(2-methyl-3-(trifluoromethyl)phenyl)ethyl)quinolin-4-amine